1-isopropyl-3-(2-methyl-4-(4-methyl-6-oxo-1,4,5,6-tetrahydropyridazine-3-yl)phenyl)guanidine C(C)(C)NC(=N)NC1=C(C=C(C=C1)C1=NNC(CC1C)=O)C